N-(4-bromobenzyl)-4-(2-(4-bromophenyl)-2H-pyrazolo[3,4-d]pyrimidin-4-yl)piperazine-2-carboxamide BrC1=CC=C(CNC(=O)C2NCCN(C2)C=2C=3C(N=CN2)=NN(C3)C3=CC=C(C=C3)Br)C=C1